monopropyl phosphinate [PH2](OCCC)=O